6-[5-[2-[[3-[[(2S)-azetidin-2-yl]methoxy]-1,4-dimethyl-6,7-dihydro-5H-cyclopenta[c]pyridin-6-yl]methylamino]ethyl]-2-oxo-1,3-oxazolidin-3-yl]-4H-pyrido[3,2-b][1,4]oxazin-3-one N1[C@@H](CC1)COC1=C(C2=C(C(=N1)C)CC(C2)CNCCC2CN(C(O2)=O)C=2C=CC=1OCC(NC1N2)=O)C